FC1=CC=C(C=C1)C1=NN2C(CN(CC2)C)=C1C1=CC=NC=C1 2-(4-fluorophenyl)-5-methyl-3-(pyridin-4-yl)-4,5,6,7-tetrahydropyrazolo[1,5-a]pyrazine